CN1C2=C(N(C(C1=O)=O)C1CCN(CC1)CC1=CC(=CC=C1)OC1=CC=CC=C1)N=C(C=C2)C 1,6-dimethyl-4-(1-(3-phenoxybenzyl)piperidin-4-yl)-1,4-dihydropyrido[2,3-b]pyrazine-2,3-dione